4-(4-Methoxyphenyl)-3-((4-methoxyphenyl)ethynyl)-2-(trifluoromethyl)quinoline COC1=CC=C(C=C1)C1=C(C(=NC2=CC=CC=C12)C(F)(F)F)C#CC1=CC=C(C=C1)OC